FC1(C[C@@H](OC1)CNC(=O)C1=C(C2=C(CCC3=CN(N=C23)C[C@@H]2OCCOC2)O1)C(F)(F)F)F N-{[(2R)-4,4-difluorooxolan-2-yl]methyl}-2-{[(2S)-1,4-dioxan-2-yl]methyl}-8-(trifluoromethyl)-4,5-dihydro-2H-furo[2,3-g]indazole-7-carboxamide